C1(CCCCC1)CCC=1C=CC(=C(C1)O)OC 5-(2-cyclohexylethyl)-2-methoxyphenol